5-(3-(2,2-difluoroethyl)-2-methyl-3H-imidazo[4,5-b]pyridin-5-yl)-N-((1s,4s)-4-methoxycyclohexyl)-7H-pyrrolo[2,3-d]pyrimidin-2-amine FC(CN1C(=NC=2C1=NC(=CC2)C2=CNC=1N=C(N=CC12)NC1CCC(CC1)OC)C)F